NC1=CC=C(COC2=CC=C(C=C2)OCC2=CC=C(C=C2)N)C=C1 1,4-bis(4-aminobenzyloxy)benzene